2-Isopentenyloxy-1,4-naphthoquinone C(CC(=C)C)OC=1C(C2=CC=CC=C2C(C1)=O)=O